BrC=1C=CC2=C(C=3N=CN=C(C3N2)Cl)N1 8-Bromo-4-chloro-5H-pyrido[2',3':4,5]pyrrolo[3,2-d]pyrimidine